8-(2,4-Dichlorophenyl)-9-(4-((3-fluoro-1-(3-fluoropropyl)azetidin-3-yl)methyl)phenyl)-6,7-dihydro-5H-benzo[7]annulen ClC1=C(C=CC(=C1)Cl)C=1CCCC2=C(C1C1=CC=C(C=C1)CC1(CN(C1)CCCF)F)C=CC=C2